styrene-acrylonitrile methyl-methacrylate COC(C(=C)C)=O.C(=CC1=CC=CC=C1)C=CC#N